S=C1N=CNO1 5-thioxo-1,2,4-oxadiazole